OC1=C(C=C(C=C1C(C)(C)C)C(C)(C)C)N1N=C2C(=N1)C=CC(=C2)Cl 2-(2'-hydroxyl-3',5'-ditertiary-butylphenyl)-5-chloro-benzotriazole